O=C1C=CC=2C(=CC=NC2N1)C=1C=C(C=CC1)NC(OC(C)(C)C)=O tert-butyl (3-(7-oxo-7,8-dihydro-1,8-naphthyridin-4-yl)phenyl)carbamate